5-(7-(difluoromethyl)-6-(1-methyl-1H-pyrazol-4-yl)-3,4-dihydroquinolin-1(2H)-yl)-3-methyl-3,4-dihydroquinazolin-2(1H)-one FC(C1=C(C=C2CCCN(C2=C1)C1=C2CN(C(NC2=CC=C1)=O)C)C=1C=NN(C1)C)F